ClC1=C(C=CC(=C1)F)NC1=CC(=NC(=N1)S(=O)C)NCCNC(C1=C(N=CC=C1)OC)=O N-(2-(6-(2-chloro-4-fluorophenylamino)-2-(methylsulfinyl)pyrimidin-4-ylamino)ethyl)-2-methoxynicotinamide